3-(Azidomethylene)tetrahydro-2H-pyran-2-one (E)-4-((2-(2-bromobenzoyl)-2-methylhydrazineylidene)methyl)-3,5-difluorobenzoate BrC1=C(C(=O)N(\N=C\C2=C(C=C(C(=O)O)C=C2F)F)C)C=CC=C1.N(=[N+]=[N-])C=C1C(OCCC1)=O